C(C#C)[C@H](C(=O)O)CCCCCC (R)-2-(prop-2-yn-1-yl)octanoic acid